methyl (2R)-1-(5-((3-fluorophenyl) ethynyl)-2,3-dihydro-1H-inden-1-yl)-piperidine-2-carboxylate FC=1C=C(C=CC1)C#CC=1C=C2CCC(C2=CC1)N1[C@H](CCCC1)C(=O)OC